2-(2-{(S)-(4,4-Difluorocyclohexyl)[(2-fluorobenzoyl)amino]methyl}-4-fluoro-1H-benzimidazol-5-yl)-4,4-difluorobutanoic acid FC1(CCC(CC1)[C@@H](C1=NC2=C(N1)C=CC(=C2F)C(C(=O)O)CC(F)F)NC(C2=C(C=CC=C2)F)=O)F